(S)-3-(3,4-difluorophenyl)-1-methyl-1-(6-oxo-1,2,4,5,6,7,9,10-octahydro-dipyrano[3,4-b:4',3'-d]pyridin-1-yl)urea FC=1C=C(C=CC1F)NC(N([C@@H]1COCC=2NC(C3=C(C21)CCOC3)=O)C)=O